FC1(CCN(CC1)C=1C=C(C=CC1C=1OC=NN1)NC(C1=C(C=C(C=C1)NS(=O)(=O)CC)N1CCC2(CC2)CC1)=O)F N-(3-(4,4-difluoropiperidin-1-yl)-4-(1,3,4-oxadiazol-2-yl)phenyl)-4-(ethylsulfonamido)-2-(6-azaspiro[2.5]octan-6-yl)benzamide